isophoron O=C1C=C(CC(C)(C)C1)C